C(CC)(=O)O.N1=C(C=NC=C1)C(=O)N (pyrazine-2-formamide) propionate